ethyl-N'-(3-dimethylaminopropyl)-carbodiimide hydrochloride Cl.C(C)N=C=NCCCN(C)C